OC=1C=C(C=CC1)[C@@H]1C(=C(NC=2C[C@H](CC(C12)=O)C1=C(C=CC=C1)OC)C)C(=O)OC1CCOCC1 tetrahydro-2H-pyran-4-yl (4S,7R)-4-(3-hydroxyphenyl)-7-(2-methoxyphenyl)-2-methyl-5-oxo-1,4,5,6,7,8-hexahydro-3-quinolinecarboxylate